ClC1=NC(=NC(=C1)N1CCCC1)CCl 4-chloro-2-(chloromethyl)-6-pyrrolidin-1-yl-pyrimidine